C(CC(O)(C(=O)O)CC(=O)O)(=O)O.C(C)OC[C@]1(CN(CC1)C(C)(C)C=1C=NC(=CC1)C)CN1C=NC=2C=NC=CC21 |o1:17| (R or S)-1-((3-(ethoxymethyl)-1-(2-(6-methylpyridin-3-yl)propan-2-yl)pyrrolidin-3-yl)methyl)-1H-imidazo[4,5-c]pyridine citrate